6,4'-dimethoxyisoflavone COC=1C=C2C(C(=COC2=CC1)C1=CC=C(C=C1)OC)=O